3-hydroxy-2,2,5,5-tetramethylpyrrolidin OC1C(NC(C1)(C)C)(C)C